4-methyl-2,3-dihydropyrido[3,2-b][1,4]oxazin-7-amine CN1C2=C(OCC1)C=C(C=N2)N